O1COC(C1)S(=O)(=O)N [1,3]dioxolane-4-sulfonamide